ClC1=CC=C(C=N1)CN1C(N(C=C1)CCCCC(=O)O)=N[N+](=O)[O-] 5-[3-[(6-chloropyridin-3-yl)methyl]-2-nitroiminoimidazol-1-yl]pentanoic acid